1-(4-fluorophenyl)-3-sulfamoyl-pyrrole-2-carboxylic acid FC1=CC=C(C=C1)N1C(=C(C=C1)S(N)(=O)=O)C(=O)O